C(=CC)S(=O)(=O)OC=CC propenyl propenesulfonate